O=C1C(C(CC1)CC(=O)O)C\C=C/CC (Z)-2-(3-oxo-2-(pent-2-en-1-yl)cyclopentyl)acetic acid